FC(C(=O)O)(F)F.N1CCC2(CC1)[C@@H](C1=CC=CC=C1C2)CC(C)(S(=O)N)C ((S)-1,3-dihydrospiro[indene-2,4'-piperidin]-1-yl)-2-methylpropane-2-sulfinamide 2,2,2-trifluoroacetate